COC1=CC=C(C=C1)C1(COC1)CCO 2-(3-(4-methoxyphenyl)oxetan-3-yl)ethanol